N1[C@H](C[C@@H]1C(=O)O)C(=O)O trans-2,4-azetidinedicarboxylic acid